COC(C=CC=1N=C2N(C=C(C=C2)Br)C1N(C)C=1SC=C(N1)C1=CC=C(C=C1)F)=O 3-(6-Bromo-3-{[4-(4-fluoro-phenyl)-thiazol-2-yl]-methyl-amino}-imidazo[1,2-a]pyridin-2-yl)-acrylic acid methyl ester